4-Methoxy-piperidine-1-carboxylic acid [7-methoxy-4-(1-methyl-1H-pyrazol-4-yl)-1H-benzoimidazol-2-yl]-amide COC1=CC=C(C2=C1NC(=N2)NC(=O)N2CCC(CC2)OC)C=2C=NN(C2)C